2-[2-chloro-3-[2-chloro-3-(4,4,5,5-tetramethyl-1,3,2-dioxaborolan-2-yl)phenyl]phenyl]-6,7-dihydro-5H-pyrazolo[1,5-a]pyridin-4-one ClC1=C(C=CC=C1C1=C(C(=CC=C1)B1OC(C(O1)(C)C)(C)C)Cl)C1=NN2C(C(CCC2)=O)=C1